4-chloro-2-(4-(4-fluorophenoxy)phenyl)-5-((((3S,4R)-4-oxido-1,4-oxathian-3-yl)methyl)amino)pyridazin-3(2H)-one ClC=1C(N(N=CC1NC[C@H]1COCC[S@]1=O)C1=CC=C(C=C1)OC1=CC=C(C=C1)F)=O